N1N2C(C=CC1)=CC=C2 1,2-dihydropyrrolo[1,2-b]pyridazin